C1=CC=CC=2[C@@]34CCCC[C@H]3[C@@H](CC12)[NH2+]CC4 morphinanium